4-(2-methyl-3-(4-(4-(prop-2-yn-1-yl)piperazin-1-yl)-3-(trifluoromethyl)phenyl)-3H-imidazo[4,5-b]pyridin-5-yl)pyridin-2-amine CC1=NC=2C(=NC(=CC2)C2=CC(=NC=C2)N)N1C1=CC(=C(C=C1)N1CCN(CC1)CC#C)C(F)(F)F